(4-fluorophenyl)-1H-pyrrole FC1=CC=C(C=C1)N1C=CC=C1